FC(C(=O)O)(F)F.FC1([C@@H](CC1)NC(=O)C1=CN=C2N1N=C(C=C2NC)N2CCC1=C(C=CC=C21)C2=NC=C(C=C2F)C=O)F (R)-N-(2,2-difluorocyclobutyl)-6-(4-(3-fluoro-5-formylpyridin-2-yl)indolin-1-yl)-8-(methylamino)imidazo[1,2-b]pyridazine-3-carboxamide 2,2,2-trifluoroacetate